azetidin-3-ylmethyl (R)-1-(4-((4-((2-(6-methylpyridin-2-yl)pyrimidin-4-yl)amino)pyrimidin-2-yl)amino)benzyl)piperidine-3-carboxylate CC1=CC=CC(=N1)C1=NC=CC(=N1)NC1=NC(=NC=C1)NC1=CC=C(CN2C[C@@H](CCC2)C(=O)OCC2CNC2)C=C1